C(C)(C)(C)OC(=O)N1CC2(C1)CCN(CC2)C2=NC(=NC1=C(C(=C(C=C21)C2CC2)C2=C1C=NNC1=CC=C2C)OCC)OC2CCN(CC2)C 7-{6-cyclopropyl-8-ethoxy-7-(5-methyl-1H-indazol-4-yl)-2-[(1-methylpiperidin-4-yl)oxy]quinazolin-4-yl}-2,7-diazaspiro[3.5]nonane-2-carboxylic acid tert-butyl ester